FC=1C=C(C=CC1F)N1N=NN=C1CNC(=O)NCC1=NN=NN1C1=CC(=C(C=C1)F)F 1,3-bis({[1-(3,4-difluorophenyl)-1H-1,2,3,4-tetrazol-5-yl]methyl})urea